(S)-6-ethyl-N-(4-(1-((4-methyl-4H-1,2,4-triazol-3-yl)thio)ethyl)pyridin-2-yl)picolinamide C(C)C1=CC=CC(=N1)C(=O)NC1=NC=CC(=C1)[C@H](C)SC1=NN=CN1C